ClC=1C(=CC(=C(C=O)C1)F)OCC 5-chloro-4-ethoxy-2-fluorobenzaldehyde